C12(CC3CC(CC(C1)C3)C2)C(CCCCCC)=O 1-(adamantan-1-yl)heptan-1-one